ClC1=C(C=C2C(C(NC2=C1)=O)=C(O)C1=CC(=NO1)OC)C1=CC=C(C=C1)C1(CC1)CO 6-Chloro-3-[1-hydroxyl-(3-methoxy-isoxazol-5-yl)-methylidene]-5-[4-(1-hydroxymethyl-cyclopropyl)-phenyl]-1,3-dihydro-indol-2-one